BrC1=C(N=C(C=2N1N=CC2CO)Cl)C (7-bromo-4-chloro-6-methyl-pyrazolo[1,5-a]pyrazin-3-yl)methanol